4-(2-amino-ethyl)-benzoic acid NCCC1=CC=C(C(=O)O)C=C1